CC1C(C1C=1N=CN(C1)C)C(=O)N 2-methyl-3-(1-methyl-1H-imidazole-4-yl)cyclopropane-1-carboxamide